difluorocarbonyl-indolone FC(=O)C=1C2=C(C(N=C2C=CC1)=O)C(=O)F